COC1=C(C=CC(=C1)OC)CNC1=CC=2N(C(N(CC2C=N1)C1=C(C=CC=C1C)F)=O)[C@H]1CN(CC1)C(=O)OC(C)(C)C tert-butyl (3R)-3-[7-[(2,4-dimethoxyphenyl) methylamino]-3-(2-fluoro-6-methyl-phenyl)-2-oxo-4H-pyrido[4,3-d]pyrimidin-1-yl]pyrrolidine-1-carboxylate